ClC1=C(C(=O)NC2=NN(C=C2)C2=C(C=CC=C2)Cl)C=CC=C1 2-chloro-N-[1-(2-chlorophenyl)-1H-pyrazol-3-yl]benzamide